N1C=C(C2=NC=CC=C21)\C=C/2\C(N(C(S2)=S)C(C)C)=O (Z)-5-((1H-pyrrolo[3,2-b]pyridin-3-yl)methylene)-3-isopropyl-2-thioxothiazolidin-4-one